2-(2-(chloro(phenyl)methoxy)-2-oxoethyl)phenyl propionate C(CC)(=O)OC1=C(C=CC=C1)CC(=O)OC(C1=CC=CC=C1)Cl